N-oleyl-palmitoleic acid amide C(CCCCCCC\C=C/CCCCCCCC)NC(CCCCCCC\C=C/CCCCCC)=O